CC/C=C\\C/C=C\\C/C=C\\C/C=C\\C=C\\C(C/C=C\\CCC(=O)O)O The molecule is a hydroxydocosahexaenoic acid that consists of (4Z,8E,10Z,13Z,16Z,19Z)-docosahexaenoic acid bearing an additional 7-hydroxy substituent. It has a role as a human xenobiotic metabolite. It is a conjugate acid of a (4Z,8E,10Z,13Z,16Z,19Z)-7-hydroxydocosahexaenoate.